1-((3,3-Difluoro-1-methylcyclobutyl)methyl)-N-(4-fluoro-3-(methylthio)phenyl)-3-(3-fluorobicyclo[1.1.1]pentan-1-yl)-4-(trifluoromethyl)-1H-pyrazole-5-carboxamide FC1(CC(C1)(C)CN1N=C(C(=C1C(=O)NC1=CC(=C(C=C1)F)SC)C(F)(F)F)C12CC(C1)(C2)F)F